C(=C)C1=CC=C(C=C1)CN1C2=CC=C(C=C2C=2C=C(C=CC12)OC)OC 9-((4-vinylphenyl)methyl)-3,6-dimethoxy-9H-carbazole